NCC1=CC=C(C=C1)C=1C=C2CC[C@@H](N(C2=CC1)C(C)=O)C (S)-1-(6-(4-(aminomethyl)phenyl)-2-methyl-3,4-dihydroquinolin-1(2H)-yl)ethan-1-one